CNC(NCCC[C@H](N)C(=O)O)=N ω-methylarginine